4-(3-Methoxyazetidin-1-yl)-2,2-dimethylpiperidine COC1CN(C1)C1CC(NCC1)(C)C